C(C)(=O)C1=C(C=NN(C1=O)COCC[Si](C)(C)C)N[C@H](CONC(CC1CCN(CC1)C1=NC=C(C=N1)C(F)(F)F)=O)C (S)-N-(2-((5-acetyl-6-oxo-1-((2-(trimethylsilyl)ethoxy)methyl)-1,6-dihydropyridazin-4-yl)amino)propoxy)-2-(1-(5-(trifluoromethyl)pyrimidin-2-yl)piperidin-4-yl)acetamide